C(CC)N(CCC=S(=O)=O)C=1C=CC=C(C1)O 5-(N-propyl-N-sulfonylpropylamino)phenol